(S)-2-(5-methyl-3-(2,2,6-trimethylmorpholino)-1,2,4-triazin-6-yl)-5-(trifluoromethyl)phenol CC=1N=C(N=NC1C1=C(C=C(C=C1)C(F)(F)F)O)N1CC(O[C@H](C1)C)(C)C